triethoxysilyl methyl sulfide CS[Si](OCC)(OCC)OCC